ClCC(=O)N1C(CCC1)C1=C(C=CC(=C1)OC)C(F)(F)F 2-chloro-1-(2-(5-methoxy-2-(trifluoromethyl)phenyl)pyrrolidin-1-yl)ethan-1-one